ClC=1C=C2C(=NC(=NC2=C(C1C=1C(=CC(=C2C=CC(=NC12)N)F)F)F)OCC1(CC1)CN1CCOCC1)N1C[C@@]2(CC[C@H](C1)N2)C 8-(6-chloro-8-fluoro-4-((S,5R)-1-methyl-3,8-diazabicyclo[3.2.1]octan-3-yl)-2-((1-(morpholinomethyl)cyclopropyl)methoxy)quinazolin-7-yl)-5,7-difluoroquinolin-2-amine